FC1=C(C=CC(=C1)F)C(C)(CN1N=CN=C1)O 2-(2,4-difluorophenyl)-3-(1H-1,2,4-triazol-1-yl)propan-2-ol